ClC1=C(C(=O)O)C=CC=C1C1=CC2=C(N(CC(N(S2(=O)=O)C)C2CCCCC2)C2=CC=CC=C2)C=C1Cl 2-chloro-3-(7-chloro-3-cyclohexyl-2-methyl-1,1-dioxido-5-phenyl-2,3,4,5-tetrahydrobenzo[f][1,2,5]thiadiazepin-8-yl)benzoic acid